S1C2=C(C=C1)C(=CC=C2)N2CCN(CC2)CCCCOC2=CC=C1C=CC(N(C1=C2)COC(C(CCCCCCCCCC)(C)C)=O)=O 2,2-Dimethyldodecanoic acid 7-[4-(4-benzo[b]thiophen-4-ylpiperazin-1-yl)butoxy]-2-oxo-2H-quinolin-1-ylmethyl ester